(R)-5-(1-(1H-pyrrolo[2,3-b]pyridin-4-yl)ethoxy)-3-(6-(4-(trifluoromethyl)piperidin-1-yl)pyridin-3-yl)-1H-indazole N1C=CC=2C1=NC=CC2[C@@H](C)OC=2C=C1C(=NNC1=CC2)C=2C=NC(=CC2)N2CCC(CC2)C(F)(F)F